N1C(=O)N=C(N)C=C1 cytosin